CN1CCC(CC1)C(=O)C1=CC=CC(=N1)NC(C1=CN=CC=C1)=O N-[6-(1-Methyl-piperidine-4-carbonyl)-pyridin-2-yl]-nicotinamide